C(C(O)C(O)C(=O)O)(=O)O.OCC[N+](C)(C)C choline tartaric acid